C(C)OC(=O)C1=CC(=NN1C)S(NC(NC1=C(C=CC=C1C(C)C)C(C)C)=O)(=O)=O.[N+](=O)([O-])C=1C(=NC=C(C1)C(F)(F)F)C(=O)N 3-nitro-5-(trifluoromethyl)pyridine-2-carboxamide Ethyl-3-(N-((2,6-diisopropylphenyl)carbamoyl)sulfamoyl)-1-methyl-1H-pyrazole-5-carboxylate